N-(4-(4-amino-1-isopropyl-7-((1r,4r)-4-(oxetan-3-ylamino)cyclohexyl)-1H-pyrazolo[4,3-c]pyridin-3-yl)-2,5-difluorophenyl)-1-(2-chlorophenyl)methanesulfonamide NC1=NC=C(C2=C1C(=NN2C(C)C)C2=CC(=C(C=C2F)NS(=O)(=O)CC2=C(C=CC=C2)Cl)F)C2CCC(CC2)NC2COC2